tert-butyl (S)-(1-(2-benzoylhydrazinyl)-1-oxopropan-2-yl)carbamate C(C1=CC=CC=C1)(=O)NNC([C@H](C)NC(OC(C)(C)C)=O)=O